N(=O)C1=C(C=CC2=CC=C(C=C12)O)O 1-nitroso-2,7-dihydroxynaphthalene